(3R,4S)-3-Fluoro-1-(4-((5-isopropyl-8-(3-((methylsulfonyl)methyl)azetidin-1-yl)isoquinolin-3-yl)amino)-1,3,5-triazin-2-yl)-3-methylpiperidin-4-ol F[C@@]1(CN(CC[C@@H]1O)C1=NC=NC(=N1)NC=1N=CC2=C(C=CC(=C2C1)C(C)C)N1CC(C1)CS(=O)(=O)C)C